3-[(1R)-1-(methylamino)ethyl]pyridin-2-amine CN[C@H](C)C=1C(=NC=CC1)N